C([C@@H]1[C@H]([C@@H]([C@@H]([C@@H](O1)O[C@H]2[C@H]([C@H](OC([C@@H]2O[C@H]3[C@@H]([C@H]([C@@H]([C@H](O3)CO)O)O)O)O)CO)O)O)O)O)O The molecule is a trisaccharide that is D-galactopyranose in which the hydroxy groups at positions 2 and 3 have been glycosylated by beta-D-glucopyranosyl and beta-D-mannopyranosyl groups, respectively. It derives from a beta-D-Glcp-(1->2)-Galp.